CC1(CC=C(CC1)C1=NC(=CC=C1NC(=O)C=1NC=C(N1)C#N)C1CC(OC(C1)(C)C)(C)C)C 4-Cyano-1H-imidazole-2-carboxylic acid N-(2-(4,4-dimethylcyclohex-1-enyl)-6-(2,2,6,6-tetramethyltetrahydropyran-4-yl)pyridin-3-yl)amide